(E)-2,6,10-trimethylundec-5,9-dienal CC(C=O)CC\C=C(\CCC=C(C)C)/C